C(C)(C)(C)C(=O)OO.C(C)(=O)OOC(C)(C)C tert-butyl peroxyacetate (tert-butyl peroxycarboxylate)